FC1=CC(=CC2=C1C1(COC1)N(C(O2)=O)CC2=C(C(=NC=C2)NS(=O)(=O)NC)F)OC=2N=NC=CC2 5-fluoro-3-{[3-fluoro-2-(methylaminosulfonylamino)-4-pyridyl]methyl}-7-(3-pyridazinyloxy)-2H,3H-spiro[1,3-benzoxazine-4,3'-oxetan]-2-one